n-Tetranonacontane CCCCCCCCCCCCCCCCCCCCCCCCCCCCCCCCCCCCCCCCCCCCCCCCCCCCCCCCCCCCCCCCCCCCCCCCCCCCCCCCCCCCCCCCCCCCCC